OC[C@H](C[C@H]1C(NCCC1)=O)NC([C@H](CC(C)C)NC([C@@H](CC1=CC=CC2=CC=CC=C12)NC(=O)C1=NOC(=C1)C)=O)=O N-((R)-1-(((S)-1-(((S)-1-hydroxy-3-((S)-2-oxopiperidin-3-yl)propan-2-yl)amino)-4-methyl-1-oxopentan-2-yl)amino)-3-(naphthalen-1-yl)-1-oxopropan-2-yl)-5-methylisoxazole-3-carboxamide